FC1=CC=2C3=NN(C=4C=CC(OCCCNC(OCC(=C1)C2)=O)=CC34)C3OCCCC3 4-fluoro-19-(oxan-2-yl)-8,14-dioxa-10,19,20-triazatetracyclo[13.5.2.12,6.018,21]tricosa-1(20),2(23),3,5,15(22),16,18(21)-heptaen-9-one